C(C)(C)(C)[C@@]12NCC[C@H]2N(C1)C1=C(C=NC2=C(C(=NC=C12)Br)F)[N+](=O)[O-] tert-butyl-(1R,5R)-6-(7-bromo-8-fluoro-3-nitro-1,6-naphthyridin-4-yl)-2,6-diazabicyclo[3.2.0]heptane